ClC=1C=CC(=C(C1)N1C(C(N(CC1)[C@H](C(=O)NC=1C=C2C=C(N(C2=CC1)C(=O)OC(C)(C)C)C(=O)OC(C)(C)C)CC1=CC=C(C=C1)NC(=O)N1CCC(CC1)OC)=O)=O)N1N=NN=C1 Di-tert-butyl (S)-5-(2-(4-(5-chloro-2-(1H-tetrazol-1-yl) phenyl)-2,3-dioxopiperazin-1-yl)-3-(4-(4-methoxypiperidine-1-carboxamido) phenyl) propionamido)-1H-indole-1,2-dicarboxylate